((2S,3R)-3-((tert-butoxycarbonyl)amino)-2-hydroxy-4-phenylbutanoyl)-L-leucine C(C)(C)(C)OC(=O)N[C@@H]([C@@H](C(=O)N[C@@H](CC(C)C)C(=O)O)O)CC1=CC=CC=C1